chlorobis(2,6-diethoxyphenyl)phosphine ClP(C1=C(C=CC=C1OCC)OCC)C1=C(C=CC=C1OCC)OCC